ClC=1C=C(N)C=C(C1OCCCl)Cl 3,5-dichloro-4-(2-chloroethoxy)aniline